2-chlorosulfonyl-2,6-diazaspiro[3.3]heptane-6-carboxylic acid tert-butyl ester C(C)(C)(C)OC(=O)N1CC2(CN(C2)S(=O)(=O)Cl)C1